C(CCC)NP(N)(N)=S (n-butyl)thiophosphoric acid triamide